N-(cyclobutylmethyl)-N'-(4-oxotetrahydropyran-3-yl)oxamide C1(CCC1)CNC(=O)C(=O)NC1COCCC1=O